BrC1=CC(=CC=2NC(=NC21)C)NC2=NC1=C(C=CC=C1C=N2)OC2CCC(CC2)O 4-({2-[(4-bromo-2-methyl-1H-benzo[d]imidazol-6-yl)amino]quinazolin-8-yl}oxy)cyclohexanol